(S)-6,7-dihydro-5H-pyrrolo[1,2-a]imidazol-6-yl (8-amino-7-fluoro-6-(8-methyl-2,3-dihydro-1H-pyrido[2,3-b][1,4]oxazin-7-yl)isoquinolin-3-yl)carbamate NC=1C(=C(C=C2C=C(N=CC12)NC(O[C@H]1CC=2N(C=CN2)C1)=O)C1=C(C2=C(OCCN2)N=C1)C)F